C(C)(C)(C)OC(N(C)CCOCCO)=O (2-(2-Hydroxyethoxy)ethyl)(methyl)carbamic acid tert-butyl ester